(4-chloro-pyridin-2-yl)-carbamic acid tert-butyl ester C(C)(C)(C)OC(NC1=NC=CC(=C1)Cl)=O